N-(3-((2-((3-chloro-1-methyl-1H-pyrazol-4-yl)amino)-5-(3,5-difluorophenyl)pyrimidin-4-yl)amino)-4-fluorophenyl)acrylamide ClC1=NN(C=C1NC1=NC=C(C(=N1)NC=1C=C(C=CC1F)NC(C=C)=O)C1=CC(=CC(=C1)F)F)C